CC1=C(C=CC(=C1)C)C(C(=O)NCCC1=CC=NC=C1)NCCC1CCNCC1 2-(2,4-dimethylphenyl)-2-[(2-piperidine-4-ylethyl)amino]-N-(2-pyridine-4-ylethyl)acetamid